CN1C(CN(CC1)C=1C=2C(N=CN1)=NN(C2)C2=CC=C(C=C2)C)C(=O)NCC2=CC(=CC=C2)C 1-methyl-N-(3-methylbenzyl)-4-(2-(p-tolyl)-2H-pyrazolo[3,4-d]pyrimidin-4-yl)piperazine-2-carboxamide